1-(4-(4-(2-(3,4-dimethoxyphenyl)-3-(2,2,2-trifluoroethyl)-1H-indol-5-yl)piperidine-1-carbonyl)piperidin-1-yl)ethan-1-one COC=1C=C(C=CC1OC)C=1NC2=CC=C(C=C2C1CC(F)(F)F)C1CCN(CC1)C(=O)C1CCN(CC1)C(C)=O